(S)-6-(4-(4-acryloyl-1-(methylsulfonyl)piperazin-2-yl)-6-chloro-3-methylpyridin-2-yl)-N-methylpyrimidine-4-carboxamide C(C=C)(=O)N1C[C@@H](N(CC1)S(=O)(=O)C)C1=C(C(=NC(=C1)Cl)C1=CC(=NC=N1)C(=O)NC)C